3-((4-(2-((4-oxa-7-azaspiro[2.5]octan-5-yl)methyl)-5-chloro-3-methylphenyl)pyrrolo[2,1-f][1,2,4]triazin-6-yl)methyl)-6,6-dimethyl-3-azabicyclo[3.1.0]hexane-2,4-dione hydrochloride Cl.C1CC12OC(CNC2)CC2=C(C=C(C=C2C)Cl)C2=NC=NN1C2=CC(=C1)CN1C(C2C(C2C1=O)(C)C)=O